C(C)OC(=O)C1CN(CCC1)C1=NC=NC2=C(C=C(C=C12)Cl)C 1-(6-chloro-8-methyl-quinazolin-4-yl)piperidine-3-carboxylic acid ethyl ester